Cl.Cl.C12CC(CC(CC1)N2)OC2=CC1=C(C(N(CCO1)C[C@@H](CN1CC3=CC=CC=C3CC1)O)=O)C=C2 8-[(8-azabicyclo[3.2.1]octan-3-yl)oxy]-4-[(2R)-3-(3,4-dihydro-1H-isoquinolin-2-yl)-2-hydroxy-propyl]-2,3-dihydro-1,4-benzoxazepin-5-one dihydrochloride